C1=2C=C(C=CC2CC1)[C@H]([C@H]1O[C@H]([C@@H]([C@@H]1O)O)N1C=CC2=C1N=CN=C2COCC)O (2R,3S,4R,5R)-2-((R)-bicyclo[4.2.0]octa-1(6),2,4-trien-3-yl(hydroxy)methyl)-5-(4-(ethoxymethyl)-7H-pyrrolo[2,3-d]pyrimidin-7-yl)tetrahydrofuran-3,4-diol